5-(4,4,5,5-tetramethyl-1,3,2-dioxaborolan-2-yl)-2-(2-(trimethylsilyloxy)propan-2-yl)pyridine CC1(OB(OC1(C)C)C=1C=CC(=NC1)C(C)(C)O[Si](C)(C)C)C